C(C)(=O)NC[C@@H](C)C1=CC=C(C=C1)NC1=NC=NC2=CC(=C(C=C12)O)OC (S)-4-[4-(2-acetamido-1-methylethyl)phenylamino]-6-hydroxy-7-methoxyquinazoline